C(C)NC=1C=C(C=C2C3=C(NC12)N=CC(=C3N3N=C(C=C3)C(F)(F)F)C=3C=NC(=NC3)C(C)O)F 1-[5-[8-(ethylamino)-6-fluoro-4-[3-(trifluoromethyl)pyrazol-1-yl]-9H-pyrido[2,3-b]indol-3-yl]pyrimidin-2-yl]ethanol